Cl.COC(C1=CC(=CC=C1)S(=O)(=O)N1CC2(C1)CCNCC2)=O 3-((2,7-diazaspiro[3.5]non-2-yl)sulfonyl)benzoic acid methyl ester hydrochloride